N-[(2,4-dimethoxyphenyl)methyl]-7-(iodomethyl)-3-methyl-1,5-naphthyridin-2-amine COC1=C(C=CC(=C1)OC)CNC1=NC2=CC(=CN=C2C=C1C)CI